(4-Amino-2-fluorophenyl)(6-fluoro-3,4-dihydroisoquinolin-2(1H)-yl)methanone NC1=CC(=C(C=C1)C(=O)N1CC2=CC=C(C=C2CC1)F)F